(1R,3S)-3-(1-(tert-butyl)-5-(1-(4-formylphenyl)-1H-pyrazole-4-carboxamido)-1H-pyrazol-3-yl)cyclopentyl isopropylcarbamate C(C)(C)NC(O[C@H]1C[C@H](CC1)C1=NN(C(=C1)NC(=O)C=1C=NN(C1)C1=CC=C(C=C1)C=O)C(C)(C)C)=O